C(C)(C)N1N=C(C2=NC(=CC(=C21)NCC2=NNC=C2)C=2C(NC=CC2)=O)C 3-[1-isopropyl-3-methyl-7-(1H-pyrazol-3-ylmethylamino)pyrazolo[4,3-b]pyridin-5-yl]-1H-pyridin-2-one